C(C1=CC=CC=C1)C1=NC=2N(C=C(NC2CCC2=CC=NC=C2)C2=CC=C(C=C2)N(C2=CC=CC=C2)C2=CC=CC=C2)C1=O 2-benzyl-6-(4-(diphenylamino)phenyl)-8-(2-(pyridin-4-yl)ethyl)imidazo[1,2-a]pyrazin-3(7H)-one